(5S)-2-bromo-8,9-dichloro-7-(2,6-difluorophenyl)-5-methyl-5H-pyrimido[1,2-a][1,4]benzodiazepin-3-one BrC=1C(N=C2N(C3=C(C(=N[C@H]2C)C2=C(C=CC=C2F)F)C(=C(C=C3)Cl)Cl)C1)=O